6-chloro-N-(4-(5-fluoro-3-(pyridin-2-yl)tetrahydropyrrol-2-yl)butyl)pyrido[3,2-d]pyrimidin-4-amine ClC=1C=CC=2N=CN=C(C2N1)NCCCCC1NC(CC1C1=NC=CC=C1)F